4,5-dimethyl-2-(1H-pyrrol-1-yl)aniline CC1=CC(=C(N)C=C1C)N1C=CC=C1